NC(C=1C=C2C(=CC(N(C2=CC1)C)=O)C1=CC(=CC=C1)Cl)(C1=CN=CN1C)C1=CC=C(C=C1)Cl (-)-6-[amino(4-chlorophenyl)(1-methyl-1H-imidazol-5-yl)methyl]-4-(3-chlorophenyl)-1-methyl-2(1H)-quinolinone